C(C)(C)(C)OC(=O)N1CCC(CC1)C#CC1=C(N=NC(=C1)C1=C(C=CC=C1)O)N tert-Butyl-4-((3-amino-6-(2-hydroxyphenyl)pyridazin-4-yl)ethynyl)piperidine-1-carboxylate